r-ethylbenzene C(C)C1=CC=CC=C1